3-chloro-5-fluoro-N-((1S)-6-(2-hydroxy-3,3-dimethylbutyl)-6-azaspiro[2.5]oct-1-yl)benzamide ClC=1C=C(C(=O)N[C@H]2CC23CCN(CC3)CC(C(C)(C)C)O)C=C(C1)F